Sodium hydride [H-].[Na+]